Cl.NC1=NCCC1 2-Amino-1-pyrroline hydrochloride